C1(=CC=CC=C1)N(C1=CC=CC=C1)C1=CC=CC=C1.[I] iodine triphenylamine